6-(2-{[7-(5-methyl-1,2,4-oxadiazol-3-yl)isoquinolin-1-yl]amino}ethyl)-5-oxo-5H,6H,7H-pyrrolo[3,4-b]pyridine-3-carboxylic acid CC1=NC(=NO1)C1=CC=C2C=CN=C(C2=C1)NCCN1CC2=NC=C(C=C2C1=O)C(=O)O